4-methyl-3-[2-(pyridin-3-yl)ethynyl]-N-(4,5,6,7-tetrahydro-2,1-benzoOxazol-3-yl)benzamide CC1=C(C=C(C(=O)NC=2ON=C3C2CCCC3)C=C1)C#CC=1C=NC=CC1